2-[3-(5-fluoro-6-methyl-2-pyridyl)-1H-pyrazol-4-yl]-7-[4-(4-methylpiperazin-1-yl)-1-piperidyl]-1,5-naphthyridine FC=1C=CC(=NC1C)C1=NNC=C1C1=NC2=CC(=CN=C2C=C1)N1CCC(CC1)N1CCN(CC1)C